C(C)(=O)N1CC[C@@H]2N(C([C@H](C1)NC(=O)C1=CC3=C(S1)C=CC(=C3)C(F)(F)P(O)(O)=O)=O)[C@@H](CC2)C(=O)N2CC3(CC2)CCCCCC3 ((2-(((5S,8S,10aR)-3-acetyl-6-oxo-8-(2-azaspiro[4.6]undecane-2-carbonyl)decahydropyrrolo[1,2-a][1,5]diazocin-5-yl)carbamoyl)benzo[b]thiophen-5-yl)difluoromethyl)phosphonic acid